C(C1=CC=CC=C1)OC1=C(C=C(C(CNC(CC2=CC=C(C=C2)OC)C)O)C=C1)N 4-benzyloxy-3-amino-alpha-[N-(1-methyl-2-p-methoxyphenylethyl)aminomethyl]benzyl alcohol